5-((1-(5,6-Dihydro-8H-imidazo[2,1-c][1,4]oxazin-2-yl)-2-oxo-1,2-dihydropyridin-3-yl)amino)-N-((1R,2R)-2-methoxycyclobutyl)-7-(methylamino)pyrazolo[1,5-a]pyrimidine-3-carboxamide N=1C(=CN2C1COCC2)N2C(C(=CC=C2)NC2=NC=1N(C(=C2)NC)N=CC1C(=O)N[C@H]1[C@@H](CC1)OC)=O